OC1=C(\C=N\NC(=O)C=2C(=NC(=NC2)N2N=CC=C2)O)C=CC=C1O (E)-N'-(2,3-dihydroxybenzylidene)-4-hydroxy-2-(1H-pyrazol-1-yl)pyrimidine-5-carbohydrazide